4-amino-1-D-arabinofuranosyl-2(1H)-pyrimidinone NC1=NC(N(C=C1)C1[C@@H](O)[C@H](O)[C@H](O1)CO)=O